6-(trans-4-{Cyclopropylmethyl-[3-(4-fluorophenyl)propyl]amino}-cyclohexyl)-3H-benzoxazol-2-one C1(CC1)CN([C@@H]1CC[C@H](CC1)C1=CC2=C(NC(O2)=O)C=C1)CCCC1=CC=C(C=C1)F